CCCC(=O)[O-].[Na+] The molecule is an organic sodium salt resulting from the replacement of the proton from the carboxy group of butyric acid by a sodium ion. It has a role as an EC 3.5.1.98 (histone deacetylase) inhibitor. It contains a butyrate.